BrC#CCC(C(=O)OC)(C(=O)OC)CC#CC dimethyl 2-(3-bromoprop-2-ynyl)-2-but-2-ynylmalonate